F[P-](F)(F)(F)(F)F.C1(=CC=C(C=C1)[I+]C1=CC=C(C=C1)CC(C)C)C (4-tolyl)[4-(2-methylpropyl)phenyl]iodonium hexafluorophosphate